CC1=CC=C(N=N1)NC1=CC2=C(N(C=N2)C2=CC=C(C(=N2)C2=C(C=NC=C2)C)C(C)O)C=C1 1-[6-[5-[(6-Methylpyridazin-3-yl)amino]benzimidazol-1-yl]-2-(3-methyl-4-pyridinyl)-3-pyridinyl]ethanol